Ethyl 3-(N-((1,2,3,5,6,7-hexahydro-s-indacen-4-yl)carbamoyl)sulfamoyl)-1-methyl-1H-pyrazole-5-carboxylate, sodium salt [Na].C1CCC2=C(C=3CCCC3C=C12)NC(=O)NS(=O)(=O)C1=NN(C(=C1)C(=O)OCC)C